ClC1=CC=C(C=C1)C1=CC2=C(N=CN(C2=O)C[C@@H](C(F)(F)F)O)C(=N1)C=1C=NC=CC1 (S)-6-(4-chlorophenyl)-8-(pyridin-3-yl)-3-(3,3,3-trifluoro-2-hydroxypropyl)pyrido[3,4-d]pyrimidin-4(3H)-one